BrC1=CC2=C(N(C(S2)=O)CC)C=C1OC 6-Bromo-3-ethyl-5-methoxybenzo[d]thiazol-2(3H)-one